(S)-(6-((2-amino-3-chloropyridin-4-yl)thio)-3-(6-amino-4,6-dihydrospiro[cyclopenta[d]thiazole-5,4'-piperidin]-1'-yl)-5-methylpyrazin-2-yl)methanol NC1=NC=CC(=C1Cl)SC1=C(N=C(C(=N1)CO)N1CCC2(CC1)[C@@H](C1=C(N=CS1)C2)N)C